(S)-3-((3-fluoro-4-((2-(trifluoromethyl)pyrimidin-5-yl)oxy)benzyl)oxy)-7,8,8a,9-tetrahydropyrrolo[1',2':3,4]imidazo[1,2-c]pyrimidin-1(6H)-one FC=1C=C(COC=2C=C3N(C(N2)=O)C[C@H]2N3CCC2)C=CC1OC=1C=NC(=NC1)C(F)(F)F